methyl Silicate (Silicate) [Si](O)(O)(O)O.[Si](OC)(O)(O)O